C1(CCCC1)OC1=C(C(=CC2=C1C(N1[C@@H](CO2)C[C@@H](C1)O)=O)C)F (2S,11aR)-6-(Cyclopentyloxy)-7-fluoro-2-hydroxy-8-methyl-2,3,11,11a-tetrahydro-1H,5H-benzo[f]pyrrolo[2,1-c][1,4]oxazepin-5-one